(4-(6,8-dichloro-3-(2-(dipropylamino)-2-oxoethyl)imidazo[1,2-a]pyridin-2-yl)phenyl)(p-tolyl)iodonium ClC=1C=C(C=2N(C1)C(=C(N2)C2=CC=C(C=C2)[I+]C2=CC=C(C=C2)C)CC(=O)N(CCC)CCC)Cl